3-(2,5-dimethoxy-4-(trifluoromethyl)phenyl)azetidine hydrochloride Cl.COC1=C(C=C(C(=C1)C(F)(F)F)OC)C1CNC1